({[(±)-trans-4-phenylpyrrolidin-3-yl]Oxy}methyl)isoquinoline C1(=CC=CC=C1)[C@H]1[C@@H](CNC1)OCC1=NC=CC2=CC=CC=C12 |r|